CN1N=NC2=C1C=CC(=C2C)C(CC(=O)[O-])C2=CC(=C(C=C2)C)CN2C[C@H](OC1=C(C2)C=C(C=C1)C)CC.[NH4+] Ammonium 3-(1,4-dimethyl-1H-benzo[d][1,2,3]triazol-5-yl)-3-(3-(((R)-2-ethyl-7-methyl-2,3-dihydrobenzo[f][1,4]oxazepin-4(5H)-yl) methyl)-4-methylphenyl)propanate